C(C)(CC)C1CCC(CC1)NC(=O)CC(CC(=O)NC1CCC(CC1)C(C)CC)C(=O)NC1CCC(CC1)C(C)CC 1,2,3-propanetricarboxylic acid tris(4-sec-butylcyclohexylamide)